ClC=1C=C2C(=CC1Cl)NC([C@]21CN(CC1)C(=O)[C@H]1CNCCO1)=O (S)-5,6-dichloro-1'-((R)-morpholine-2-carbonyl)spiro[indoline-3,3'-pyrrolidin]-2-one